ClC=1C=CC=C(C1C=1C(=CC(=CC1)C(N[C@H](CCC)C1=CC=CC=C1)=O)C(=O)OC(C)(C)C)C(=O)OC 2-(tert-butyl) 2'-methyl (S)-6'-chloro-4-(((R)-1-phenylbutyl)carbamoyl)-[1,1'-biphenyl]-2,2'-dicarboxylate